4-(2-iodo-4-nitrophenyl)pyridine IC1=C(C=CC(=C1)[N+](=O)[O-])C1=CC=NC=C1